2-cyclopropyl-N-(1-(3-(2-cyclopropylpyridin-4-yl)-1,2,4-oxadiazol-5-yl)ethyl)isonicotinamide C1(CC1)C=1C=C(C(=O)NC(C)C2=NC(=NO2)C2=CC(=NC=C2)C2CC2)C=CN1